C1(=CC=CC=C1)[Si](O[Si](C)(C)C=C)(C)C 1-phenyl-3-vinyl-1,1,3,3-tetramethyldisiloxane